N-trimethylammonioethylpyrrole chloride [Cl-].C[N+](C)(C)CCN1C=CC=C1